FC=1C=2N(C=C(C1)NC(=O)C=1C=CC(=C3N=CC=NC13)N1CCC3(CCN3C(=O)OC(C)(C)C)CC1)C=C(N2)C tert-butyl 7-[8-({8-fluoro-2-methylimidazo[1,2-a]pyridin-6-yl}carbamoyl)quinoxalin-5-yl]-1,7-diazaspiro[3.5]nonane-1-carboxylate